FC=1C=2N(C=C(C1)NC(=O)C1=CC=C(C3=CN(N=C13)CC(C)OC)N1CCN(CC1)C(=O)OC(C)(C)C)C=C(N2)C tertbutyl 4-[7-({8-fluoro-2-methylimidazo[1,2-a]pyridin-6-yl} carbamoyl)-2-(2-methoxypropyl)indazol-4-yl]piperazine-1-carboxylate